NC1=NC=C(C2=C1C=NN2)NC(C(=O)N(C(C)C2=C(C=C(C=C2)C(C(F)(F)F)(F)F)C)CC)=O N1-(4-amino-1H-pyrazolo[4,3-c]pyridin-7-yl)-N2-ethyl-N2-(1-(2-methyl-4-(perfluoroethyl)phenyl)ethyl)oxalamide